(3s,4r)-4-(2,6-difluoro-4-methoxyphenyl)-3-{[5-(4-trifluoromethanesulfinyl-phenyl)-1,3,4-oxadiazol-2-yl]amino}pyrrolidin-2-one FC1=C(C(=CC(=C1)OC)F)[C@H]1[C@@H](C(NC1)=O)NC=1OC(=NN1)C1=CC=C(C=C1)S(=O)C(F)(F)F